ClC1=CC(=C(C=C1)C=1C=2N(N=C(C1)N1C[C@@H](OCC1)C=1C=NN(C1)C1CC1)C(C(=C(N2)C)C)=O)F 9-(4-chloro-2-fluoro-phenyl)-7-[(2S)-2-(1-cyclopropylpyrazol-4-yl)morpholin-4-yl]-2,3-dimethyl-pyrimido[1,2-b]pyridazin-4-one